ClC(SN1C(C=2C(C1=O)=CC=CC2)=O)(Cl)Cl N-(trichloromethyl-thio)phthalimide